C(C(C)C)OC1=CC=C(CC2CC23CNC(N(C3)C3CCN(CC3)C)=O)C=C1 (4-isobutoxybenzyl)-7-(1-methylpiperidin-4-yl)-5,7-diazaspiro[2.5]octan-6-one